C(C)OC1=CC(=C(CC(N)C)C=C1OCC)OC 4,5-diethoxy-2-methoxyamphetamine